2-fluoro-5-[3-methyl-5-(trifluoromethyl)imidazol-2-yl]pyridine FC1=NC=C(C=C1)C1=NC(=CN1C)C(F)(F)F